C(C)OC1=CC=C(C=C1)NCC(O)C1=NNC(O1)=O 5-[2-(4-ethoxyphenylamino)-1-hydroxyethyl]-1,3,4-oxadiazol-2(3H)-one